N1CC(C1)C(=O)N1CC(C1)N1N=CC(=C1)C=1C=C(C=2N(C1)N=CC2C#N)OC 6-(1-(1-(azetidine-3-carbonyl)azetidin-3-yl)-1H-pyrazol-4-yl)-4-methoxypyrazolo[1,5-a]pyridine-3-carbonitrile